ClC=1C2=C(N=CN1)N(C=C2)[C@@H]2C=C([C@H]1OC(O[C@H]12)(C)C)CCC1=CC=2N(C=C1)C(=CN2)C 4-Chloro-7-((3aS,4R,6aR)-2,2-dimethyl-6-(2-(3-methylimidazo[1,2-a]pyridin-7-yl)ethyl)-3a,6a-dihydro-4H-cyclopenta[d][1,3]dioxol-4-yl)-7H-pyrrolo[2,3-d]pyrimidine